C(CCCCCCCCC\C=C/C=C\CC)O (Z,Z)-11,13-hexadecadien-1-ol